ClC=1C(=C(C(=CC1)N1N=NN=C1)C1=CC(N2C(CC[C@@H]2C1)C(=O)O)=O)F (8aR)-7-(3-chloro-2-fluoro-6-(1H-tetrazol-1-yl)phenyl)-5-oxo-1,2,3,5,8,8a-hexahydroindolizine-3-carboxylic acid